3-(3-(4-(Chloromethyl)phenyl)-5-(p-tolyl)-3H-imidazo[4,5-b]pyridin-2-yl)pyridin-2-amine ClCC1=CC=C(C=C1)N1C(=NC=2C1=NC(=CC2)C2=CC=C(C=C2)C)C=2C(=NC=CC2)N